N-CYCLOHEXYL-2-(3-FORMYLPIPERIDIN-1-YL)ACETAMIDE C1(CCCCC1)NC(CN1CC(CCC1)C=O)=O